NC1=CC(=C(C=C1N)N1CCN(CC1)C(=O)OC(C)(C)C)F tert-butyl 4-(4,5-diamino-2-fluorophenyl)piperazine-1-carboxylate